C(CCCCCCCCC)(=O)[O-].C(CCCCCCCCC)(=O)[O-].[Zn+2] zinc(II) didecanoate